phosphorus indium cadmium silicon [Si].[Cd].[In].[P]